racemic-cis-tert-butyl 3-amino-4-methylpiperidine-1-carboxylate N[C@@H]1CN(CC[C@@H]1C)C(=O)OC(C)(C)C |r|